[N+](=O)([O-])C1=CC(=C(C=2CCCC(C12)=O)C)F 1-nitro-3-fluoro-4-methyl-8-oxo-5,6,7,8-tetrahydronaphthalene